(S)-3,5'-dichloro-4-(((S)-3,5-difluoropyridin-2-yl)ethoxy)-2'-(2-(2-hydroxypropane-2-yl)thiazol-4-yl)-6-methyl-2H-[1,4'-bipyridine]-2-one ClC=1C(N(C(=CC1OCCC1=NC=C(C=C1F)F)C)C1=CC(=NC=C1Cl)C=1N=C(SC1)C(C)(C)O)=O